(S)-methyl 2-((tert-butoxycarbonyl)amino)-5-((2-nitrophenyl)amino)pentanoate C(C)(C)(C)OC(=O)N[C@H](C(=O)OC)CCCNC1=C(C=CC=C1)[N+](=O)[O-]